C(=O)(O)CNC1CNCCNC1 6-((carboxymethyl)amino)-1,4-diazepane